C(C=C)(=O)NNC(C)(C)CS(=O)(=O)[O-].[Na+] sodium acrylamidodimethyltaurate